(S)-5-((((5-(2,2'-dichloro-3'-(pyrido[3,4-b]pyrazin-5-ylamino)-[1,1'-biphenyl]-3-yl)-3-methoxypyrazin-2-yl)methyl)amino)methyl)pyrrolidin-2-one ClC1=C(C=CC=C1C=1N=C(C(=NC1)CNC[C@@H]1CCC(N1)=O)OC)C1=C(C(=CC=C1)NC1=NC=CC=2C1=NC=CN2)Cl